7-(6-(1-(1-(4-fluorophenyl)ethyl)-1H-pyrazol-4-yl)pyrazin-2-yl)-8-methoxy-[1,2,4]triazolo[1,5-a]pyridin-2-amine FC1=CC=C(C=C1)C(C)N1N=CC(=C1)C1=CN=CC(=N1)C1=C(C=2N(C=C1)N=C(N2)N)OC